ClCCCCCCCCCC1=C(C=CC=C1)O chlorononylphenol